benzhydryl-carbohydrazide disulfate S(=O)(=O)(O)OS(=O)(=O)O.C(C1=CC=CC=C1)(C1=CC=CC=C1)NNC(=O)NN